[C@H]12CN(C[C@H](CC1)N2)C2=NC(=NC1=C(C(=CC=C21)C=2C=C(N)C=C(C2C2=CCCC2)Cl)F)OC[C@]21CCCN1C[C@@H](C2)F 3-(4-((1R,5S)-3,8-diazabicyclo[3.2.1]oct-3-yl)-8-fluoro-2-(((2R,7aS)-2-fluorotetrahydro-1H-pyrrolizin-7a(5H)-yl)methoxy)quinazolin-7-yl)-5-chloro-4-(cyclopent-1-en-1-yl)aniline